COC=1C=C(C[C@@H]2[C@@H]([C@H](OC2)C2=CC=C(C=C2)F)COC(C(=CC)C)=O)C=CC1OC ((2S,3R,4R)-4-(3,4-dimethoxybenzyl)-2-(4-fluorophenyl)tetrahydrofuran-3-yl)methyl-2-methylbut-2-enoate